2-methyl-6-(piperidin-4-yl)-8-((3-(trifluoromethyl)pyridin-2-yl)methyl)pyrido[2,3-d]pyrimidin-7(8H)-one CC=1N=CC2=C(N1)N(C(C(=C2)C2CCNCC2)=O)CC2=NC=CC=C2C(F)(F)F